COC1=C(C=CC=C1)N1C(C=CC1=O)=O N-(2-methoxyphenyl)maleimide